7-bromo-5-chloro-4-fluoro-N,N-dimethyl-benzofuran-2-carboxamide BrC1=CC(=C(C=2C=C(OC21)C(=O)N(C)C)F)Cl